C1(CC1)N1N=NC2=C1C=CC(=C2OC)C=2C=C(C=CC2F)C=2C1=C(N=NC2)N(C=N1)CC 4-(3-(1-Cyclopropyl-4-methoxy-1H-benzo[d][1,2,3]triazol-5-yl)-4-fluorophenyl)-7-ethyl-7H-imidazo[4,5-c]pyridazine